hexadecanedioic succinimidyl tert-butyl ester C(C)(C)(C)OC(CCCCCCCCCCCCCCC(=O)ON1C(CCC1=O)=O)=O